C(#N)C=1C(=C(C(=NC1)C(=O)NC=1C=C2C(=NNC2=CC1)C1=NC=NC=C1)C)C 5-cyano-3,4-dimethyl-N-(3-(pyrimidin-4-yl)-1H-indazol-5-yl)picolinamide